COC(C[C@H](CNC(CN1C(C(C2=C(C(=CC=C12)C1CC1)F)(C)C)=O)=O)F)=O (R)-4-(2-(5-cyclopropyl-4-fluoro-3,3-dimethyl-2-oxoindolin-1-yl)acetamido)-3-fluorobutyric acid methyl ester